C12CNCC(CC1)N2C=2SC=1CN(CCC1N2)C(=O)C=2C=CC=C1C=CC=NC21 (2-(3,8-diazabicyclo[3.2.1]octan-8-yl)-6,7-dihydrothiazolo[5,4-c]pyridin-5(4H)-yl)(quinolin-8-yl)methanone